2-((4-chloro-2-methylphenyl)amino)-N-(6-methoxy-2-methylpyridin-3-yl)-5-(trifluoromethyl)nicotinamide ClC1=CC(=C(C=C1)NC1=C(C(=O)NC=2C(=NC(=CC2)OC)C)C=C(C=N1)C(F)(F)F)C